5-chloro-6-(cyclopropanesulfonamido)pyrazin ClC=1N=CC=NC1NS(=O)(=O)C1CC1